F[C@@H]1[C@H]2CC[C@@H](C[C@@H]1N(C)C1=NC=C(N=C1)C1=C(C=C(C(=C1)F)C=1C=NN(C1)C)OCOC)N2C(=O)OC(C)(C)C tert-butyl (1R,2S,3S,5S)-2-fluoro-3-([5-[5-fluoro-2-(methoxymethoxy)-4-(1-methylpyrazol-4-yl)phenyl] pyrazin-2-yl](methyl)amino)-8-azabicyclo[3.2.1]octane-8-carboxylate